NC1=NC=2C=C(C(=CC2C2=C1C=NN2C)C(=O)N([C@H]2COC1=C2C=CC(=C1)C(F)(F)F)CC)F 4-amino-N-ethyl-7-fluoro-1-methyl-N-((3R)-6-(trifluoromethyl)-2,3-dihydro-1-benzofuran-3-yl)-1H-pyrazolo[4,3-c]quinoline-8-carboxamide